[Si](C1=CC=CC=C1)(C1=CC=CC=C1)(C(C)(C)C)OCC(C=O)(F)F 3-[(tert-butyldiphenylsilyl)oxy]-2,2-difluoropropanal